1-((1,2-dimethyl-1H-imidazol-5-yl)sulfonyl)-4-(7-methyl-[1,2,4]triazolo[1,5-a]pyridin-6-yl)piperidin-4-ol CN1C(=NC=C1S(=O)(=O)N1CCC(CC1)(O)C=1C(=CC=2N(C1)N=CN2)C)C